OC(CC(C(=O)O)CC(=O)O)O 2-hydroxy-2-hydroxyethyl-butanedioic acid